3-(3-(trifluoromethyl)phenyl)-1,5-dimethyl-pyrazol-4-ol FC(C=1C=C(C=CC1)C1=NN(C(=C1O)C)C)(F)F